FC=1CCN2[C@@H](CCC2C1)CO ((3S)-7-fluoro-1,2,3,5,6,8a-hexahydroindolizin-3-yl)methanol